7-(2-(((tert-butyldimethylsilyl)oxy)methyl)butyl)-2-chloro-7H-pyrrolo[2,3-d]pyrimidine [Si](C)(C)(C(C)(C)C)OCC(CN1C=CC2=C1N=C(N=C2)Cl)CC